1,3-dihydro-4-(4-nitrobenzoyl)-2H-imidazol-2-one [N+](=O)([O-])C1=CC=C(C(=O)C=2NC(NC2)=O)C=C1